Cl.CN(C(OC1=CC2=C(C(=C(C(O2)=O)CC2=C(C(=CC=C2)NS(NC)(=O)=O)Cl)CN2CCNCC2)C=C1Cl)=O)C 6-chloro-3-(2-chloro-3-((N-methylsulfamoyl) amino) benzyl)-2-oxo-4-(piperazin-1-ylmethyl)-2H-benzopyran-7-yl dimethylcarbamate hydrochloride